9H-CARBAZOLE-3-CARBALDEHYDE C1=CC(=CC=2C3=CC=CC=C3NC12)C=O